1-benzyl-N-(2-(difluoromethoxy)-6-methylpyridin-3-yl)-3-(2-(prop-1-en-2-yl)phenyl)pyrrolidine-3-carboxamide C(C1=CC=CC=C1)N1CC(CC1)(C(=O)NC=1C(=NC(=CC1)C)OC(F)F)C1=C(C=CC=C1)C(=C)C